C(C1=CC=CC=C1)OC(=O)N[C@@H](C(C)C)C(=O)N1C(CCC1=O)=O N-((benzyloxy)carbonyl)-L-valinyl-2,5-dioxopyrrolidine